ClC=1C=C(C=CC1)C(CO)(C)NC1=NC2=C(N1)C=CC=C2CNC(N(C)OC)=O (+)-3-((2-((2-(3-Chlorophenyl)-1-hydroxy-propan-2-yl)amino)-1H-benzo[d]imidazol-4-yl)methyl)-1-methoxy-1-methyl-urea